BrC=1C=NC2=C(N=CC=C2C1)NC=1C(=C(C=CC1)C1=CC=CC=C1)C 3-bromo-N-(2-methylbiphenyl-3-yl)-1,7-naphthyridin-8-amine